OCCN1CCN(CC1)C1=CC(=NC=2N1N=C(C2C2=CC=CC=C2)C)C=2C=C(C=CC2)CCCCCCCNC(CC2=CC=CC=C2)=O N-(7-(3-(7-(4-(2-hydroxyethyl)piperazin-1-yl)-2-methyl-3-phenylpyrazolo-[1,5-a]pyrimidin-5-yl)phenyl)heptyl)-2-phenylacetamide